(2R,4R)-4-hydroxypyrrolidine-2-carboxylic acid hydrochloric acid salt Cl.O[C@@H]1C[C@@H](NC1)C(=O)O